CN(CCNC1=NC=C(C=O)C=C1)C 6-((2-(dimethylamino)ethyl)amino)nicotinaldehyde